3'-Bromo-9-phenyl-3,9'-bi-9H-carbazole BrC=1C=CC=2N(C3=CC=CC=C3C2C1)C=1C=CC=2N(C3=CC=CC=C3C2C1)C1=CC=CC=C1